2,2-difluoropropanethioamide FC(C(N)=S)(C)F